ethyl 2-(N-(4-((2-(4,4-difluorocyclohexyl)-6-methylpyrimidin-4-yl)carbamoyl)-3-(4,4-dimethyl-1,4-azasilinan-1-yl)phenyl)sulfamoyl)acetate FC1(CCC(CC1)C1=NC(=CC(=N1)NC(=O)C1=C(C=C(C=C1)NS(=O)(=O)CC(=O)OCC)N1CC[Si](CC1)(C)C)C)F